C1(=CC=CC=2C3=CC=CC=C3CC12)COC(=O)NCC(=O)O N-(Fluorenylmethoxycarbonyl)-glycine